COCC(C(C)C)N1N=CC(=C1)NC1=NC(=NC=C1)C1=CC=C(C=C1)N1C(NCC1)=O 1-(4-(4-((1-(1-methoxy-3-methylbutan-2-yl)-1H-pyrazol-4-yl)amino)pyrimidin-2-yl)phenyl)imidazolidin-2-one